{2-[5-(difluoromethyl)-1,3,4-oxadiazol-2-yl]-1,3-thiazol-5-yl}methylmethanesulfonamide FC(C1=NN=C(O1)C=1SC(=CN1)CCS(=O)(=O)N)F